CN(C(C1=CC=C(C=C1)C1C(C1)C1=NN(C2=NC=CN=C21)C)=O)C2C[C@H]1CC[C@@H](C2)N1C(=O)OC(C)(C)C Tert-butyl (1R,3s,5S)-3-(N-methyl-4-(2-(1-methyl-1H-pyrazolo[3,4-b]pyrazine-3-yl)cyclopropyl)benzamido)-8-azabicyclo[3.2.1]octane-8-carboxylate